3-[[2-[4-(4-ethoxy-6-oxo-1H-pyridin-3-yl)-2-fluoro-phenyl]acetyl]amino]-N-[(1-methylpyrrolidin-2-yl)methyl]-5-(trifluoromethyl)benzamide C(C)OC=1C(=CNC(C1)=O)C1=CC(=C(C=C1)CC(=O)NC=1C=C(C(=O)NCC2N(CCC2)C)C=C(C1)C(F)(F)F)F